3-(1-oxo-5-(2-oxo-3-phenylimidazolidin-1-yl)isoindolin-2-yl)piperidine-2,6-dione O=C1N(CC2=CC(=CC=C12)N1C(N(CC1)C1=CC=CC=C1)=O)C1C(NC(CC1)=O)=O